ClC=1C=C(OC2CCC(CC2)NC(=O)C2=CC=C(N=N2)N2CCN(CC2)C[C@@H]2C[C@H](CCC2)OC(=O)N2C(CCC3=C4C(=CC=C23)N=CN4)C)C=CC1C#N (1S,3S)-3-[[4-[6-[[4-(3-chloro-4-cyano-phenoxy)cyclohexyl]carbamoyl]pyridazin-3-yl]piperazin-1-yl]methyl]cyclohexyl-7-methyl-8,9-dihydro-7H-imidazo[4,5-f]quinoline-6-carboxylate